C1(=CC=CC=C1)C=1N=CC(=NC1C1=CC=CC=C1)C1CCC(CC1)(OCC(=O)O)NCC(C)C cis-2-((4-(5,6-diphenylpyrazin-2-yl)isobutylaminocyclohexyl)oxy)acetic acid